C1(CCCCC1)C[C@H](C(=O)O)C |r| racemic-3-cyclohexyl-2-methylpropanoic acid